F[C@H](CC1=NN=CN1C)C=1C=C(C=CC1)N1C(C2=CC=CC(=C2C1)C(F)(F)F)=O |r| (±)-2-(3-(1-fluoro-2-(4-methyl-4H-1,2,4-triazol-3-yl)ethyl)phenyl)-4-(trifluoromethyl)isoindolin-1-one